methyl (2S)-2-amino-6-[[4-[[3-[4-(difluoromethoxy)phenyl]imidazo[1,2-a]pyrazin-8-yl]amino]-2-methyl-benzoyl]amino]hexanoate N[C@H](C(=O)OC)CCCCNC(C1=C(C=C(C=C1)NC=1C=2N(C=CN1)C(=CN2)C2=CC=C(C=C2)OC(F)F)C)=O